4-(Methoxy(phenyl)methyl)-6-methyl-2-(1-(oxetan-3-yl)-1H-pyrazol-4-yl)-1-tolyl-1,6-dihydro-7H-pyrrolo[2,3-c]pyridin-7-one COC(C=1C2=C(C(N(C1)C)=O)N(C(=C2)C=2C=NN(C2)C2COC2)C2=C(C=CC=C2)C)C2=CC=CC=C2